1-butanol Phenyl-2-isocyanato-propanoate C1(=CC=CC=C1)C(C(=O)OCCCC)(C)N=C=O